N1=CN=CC2=C1C=CN2C[C@@]2(CC(CCC2)=O)C (S)-3-((5H-pyrrolo[3,2-d]pyrimidin-5-yl)methyl)-3-methylcyclohexane-1-one